methyl (R)-6-((2,3-bis((tert-butyldimethylsilyl)oxy)propyl)carbamoyl)-3-(4,4,5,5-tetramethyl-1,3,2-dioxaborolan-2-yl)picolinate [Si](C)(C)(C(C)(C)C)O[C@H](CNC(=O)C1=CC=C(C(=N1)C(=O)OC)B1OC(C(O1)(C)C)(C)C)CO[Si](C)(C)C(C)(C)C